CN(C(CN1CCN(CC1)CC1=CC=C(C=C1)C1=NC=C(C=N1)N1C[C@@H](CC1)CC=1C(=NC=2N(C1C)N=C(N2)C)C)=O)C (R)-N,N-dimethyl-2-(4-(4-(5-(3-((2,5,7-trimethyl-[1,2,4]triazolo[1,5-a]pyrimidin-6-yl)methyl)pyrrolidin-1-yl)pyrimidin-2-yl)benzyl)piperazin-1-yl)acetamide